(2-(6-(azetidin-1-yl)pyridin-2-yl)-2H-pyrazolo[4,3-c]pyridin-6-yl)methylamine N1(CCC1)C1=CC=CC(=N1)N1N=C2C(C=NC(=C2)CN)=C1